ClC1=C(C=C(C=C1)NC(C1=C(C=CC=C1OCC)OCCN(C)C)=O)C(F)(F)F N-(4-chloro-3-(trifluoromethyl)phenyl)-2-(2-(dimethylamino)ethoxy)-6-ethoxybenzamide